N-(4-(4-(((2S)-1-(3,5-difluorobenzoyl)-2-methylpiperidin-4-yl)amino)phenyl)-1H-pyrrolo[2,3-b]pyridin-6-yl)cyclopropylcarboxamide FC=1C=C(C(=O)N2[C@H](CC(CC2)NC2=CC=C(C=C2)C2=C3C(=NC(=C2)NC(=O)C2CC2)NC=C3)C)C=C(C1)F